C1=CCCC1 Cyclopent-1-en